(3-bromo-2-fluorophenyl)(difluoromethyl)sulfane BrC=1C(=C(C=CC1)SC(F)F)F